COC1=CC=C(CNC(=O)NC2CC3(CN(C3)C(C3=C(C=CC=C3)C)=O)C2)C=C1 1-(4-methoxybenzyl)-3-(2-(2-methylbenzoyl)-2-azaspiro[3.3]heptan-6-yl)urea